[Fe+3].OC1=C(OC=CC1=O)C 3-hydroxy-2-methyl-4H-pyran-4-one iron (III)